7-((2-methoxy-4-(4-methylpiperazin-1-yl)phenyl)amino)-1-(piperidin-4-yl)pyrimido[4,5-d]pyrimidin-2(1H)-one COC1=C(C=CC(=C1)N1CCN(CC1)C)NC1=NC=C2C(=N1)N(C(N=C2)=O)C2CCNCC2